C(C=1C(C(=O)[O-])=CC=CC1)(=O)OCCCCCCCCC monononyl phthalate